2-(3,3-dimethyl-2-oxocyclopentyl)-2-oxoacetic acid ethyl ester C(C)OC(C(=O)C1C(C(CC1)(C)C)=O)=O